2'-(6'-(Piperazin-1-yl)-[2,3'-bipyridin]-4-yl)-5',6'-dihydrospiro[cyclobutane-1,7'-pyrrolo[3,2-c]pyridin]-4'(1'H)-one N1(CCNCC1)C1=CC=C(C=N1)C1=NC=CC(=C1)C1=CC=2C(NCC3(C2N1)CCC3)=O